FC(OC1=CC(=C(N=N1)C)C1=NC(=CC=C1C(C)O)N1C=NC2=C1C=CC(=C2)NC=2N=NC(=CC2)C)F 1-[2-[6-(difluoromethoxy)-3-methyl-pyridazin-4-yl]-6-[5-[(6-methylpyridazin-3-yl)amino]benzimidazol-1-yl]-3-pyridyl]ethanol